FC(C(=O)[O-])C(CF)O 2,4-difluoro-3-hydroxybutyrate